2-ethylpiperidinyl-dimethoxysilane C(C)C1N(CCCC1)[SiH](OC)OC